(S)-2-((4-((2-hydroxy-1-phenylethyl)amino)-5-(3-methyl-1,2,4-oxadiazol-5-yl)pyridin-2-yl)amino)-6,7,7-trimethyl-6,7-dihydro-5H-pyrrolo[3,4-d]pyrimidin-5-one OC[C@H](C1=CC=CC=C1)NC1=CC(=NC=C1C1=NC(=NO1)C)NC=1N=CC2=C(N1)C(N(C2=O)C)(C)C